O[C@@H](CNC(NC=1C=C2C(=C(C(=NC2=CC1)C1=CC=CC=C1)C1=CC=CC=C1)C(=O)NC1=NN(C=C1)C)=O)CC (R)-6-(3-(2-hydroxybutyl)ureido)-N-(1-methyl-1H-pyrazol-3-yl)-2,3-diphenylquinoline-4-carboxamide